(2S,4R)-4-fluoro-N-(((R)-1-methylpyrrolidin-3-yl)methyl)pyrrolidine-2-carboxamide hydrochloride Cl.F[C@@H]1C[C@H](NC1)C(=O)NC[C@@H]1CN(CC1)C